BrC1=C(COC2=C(N)C=CC=C2)C=CC(=C1)Cl 2-[(2-bromo-4-chlorobenzyl)oxy]aniline